(2-((1S,4S)-2,5-diazabicyclo[2.2.1]hept-2-yl)-4-(4-methoxypyridin-3-yl)phenyl)-2-(2-fluoro-6-methoxyphenyl)pyrimidine-4-carboxamide [C@@H]12N(C[C@@H](NC1)C2)C2=C(C=CC(=C2)C=2C=NC=CC2OC)C=2C(=NC(=NC2)C2=C(C=CC=C2OC)F)C(=O)N